C(C=CC(=O)O)(=O)O butenedioic Acid